1-(2-(4-(2-methoxyethyl)piperazin-1-yl)benzo[d]oxazol-6-yl)-4-oxo-6-(4-(pyrrolidine-1-yl)-3-(trifluoromethyl)phenyl)-1,4-dihydropyridine-3-carboxylic acid COCCN1CCN(CC1)C=1OC2=C(N1)C=CC(=C2)N2C=C(C(C=C2C2=CC(=C(C=C2)N2CCCC2)C(F)(F)F)=O)C(=O)O